FC1=CC=C2CC(N(C2=C1CCNCCC1CN(C(O1)=O)C=1C=CC=2OCC(NC2N1)=O)C)=O 6-(5-(2-((2-(6-Fluoro-1-methyl-2-oxoindolin-7-yl)ethyl)amino)ethyl)-2-oxooxazolidin-3-yl)-2H-pyrido[3,2-b][1,4]oxazin-3(4H)-on